FC=1C=C(C=CC1N1C=NC(=C1)C)NC(=O)N1CC2=CC=C(C=C2CC1)OC N-(3-fluoro-4-(4-methyl-1H-imidazol-1-yl)phenyl)-6-methoxy-3,4-dihydroisoquinoline-2(1H)-carboxamide